OCCC1=C(N=CS1)C 5-(2-hydroxyethyl)-4-methylthiazole